O[C@@H]1[C@H](CCC2=C1N=C(S2)C(=O)NC)[C@@H]2N1C(C3=CC=CC=C23)=CN=C1 (4R,5R)-4-hydroxy-5-((S)-5H-imidazo[5,1-a]isoindol-5-yl)-N-methyl-4,5,6,7-tetrahydrobenzo[d]thiazole-2-carboxamide